CNC(=O)C1=CC=C2C(=C1)OCCC21CC1 7-(methylcarbamoyl)-2,3-dihydrospiro[chromen-4,1'-cyclopropane]